C(C)OC(\C(=C\N(C)C)\C1=CC=C(C=C1)Br)=O (E)-2-(4-bromophenyl)-3-(dimethylamino)acrylic acid ethyl ester